1-((4-bromo-3-methylphenyl)sulfonyl)-3-methylpyrrolidin-3-ol BrC1=C(C=C(C=C1)S(=O)(=O)N1CC(CC1)(O)C)C